BrC=1C(=C(CC2N(CCC2=NOC)C(=O)OC(C)(C)C)C=CC1)F tert-Butyl 2-(3-bromo-2-fluorobenzyl)-3-(methoxyimino)pyrrolidine-1-carboxylate